[2-(methoxymethyl)-4-pyridyl]boronic acid COCC1=NC=CC(=C1)B(O)O